4-[2-[(2-methylpyrimidin-4-yl)amino]-4-pyridyl]-6-[2-(trifluoromethyl)phenyl]-1H-pyridin-2-one CC1=NC=CC(=N1)NC1=NC=CC(=C1)C1=CC(NC(=C1)C1=C(C=CC=C1)C(F)(F)F)=O